tetrahydrocyclopenta[c]pyrrole-1,3(2H,3aH)-dione trifluoroacetate FC(C(=O)O)(F)F.C1(NC(C2C1CCC2)=O)=O